(2R,3S)-2-((E)-3-(1H-pyrrolo[2,3-b]pyridin-1-yl)prop-1-enyl)piperidin-3-ol N1(C=CC=2C1=NC=CC2)C/C=C/[C@H]2NCCC[C@@H]2O